C1(=CC=CC=C1)C(NS(=O)(=O)C1=CC=C(C=C1)C)C1=CC=CC=C1 N-(diphenylmethyl)-4-methylbenzenesulfonamide